difluoro-1-methyl-5-(5-((1-(2,2,2-trifluoroethyl)cyclopropyl)ethynyl)-3,4-dihydroquinolin-1(2H)-yl)-[1,2,4]triazolo[4,3-a]quinazoline FC=1C(=C2C(=NC=3N(C2=CC1)C(=NN3)C)N3CCCC1=C(C=CC=C31)C#CC3(CC3)CC(F)(F)F)F